2-(Methylthio)ethan-1-ol CSCCO